2-bromo-6-fluoro-3-methylbenzoic Acid BrC1=C(C(=O)O)C(=CC=C1C)F